NCCC[C@@H](CC(=O)NC=1SC(=C(N1)C)C(=O)OCCC)NC(C1=CC(=CC=C1)C1=NOC(=N1)C)=O propyl (S)-2-(6-amino-3-(3-(5-methyl-1,2,4-oxadiazol-3-yl)benzamido)hexanamido)-4-methylthiazole-5-carboxylate